4-hydroxy-6-methyl-5-(3-methyl-2-thienyl)pyridine-3-carboxamide OC1=C(C=NC(=C1C=1SC=CC1C)C)C(=O)N